ClC1=CC(=C(C=C1)C=1C(N(C(=NN1)SC)C)=O)OC 6-(4-chloro-2-methoxyphenyl)-4-methyl-3-(methylthio)-5H,4H-1,2,4-triazine-5-one